ClC1=CC=C(C=C1)C(=O)N1[C@@H](C=2N(CC1)C(=NN2)C=2SC1=C(N2)C(=CC=C1)C)C (R)-(4-chlorophenyl)(8-methyl-3-(4-methylbenzo[d]thiazol-2-yl)-5,6-dihydro-[1,2,4]triazolo[4,3-a]pyrazin-7(8H)-yl)methanone